CC=1C(=C(C=NNC(C(C)(C)OC2=CC(=CC=C2)OC(F)(F)F)=O)C=CC1)O N'-(3-methyl-2-hydroxybenzylidene)-2-(3-trifluoromethoxyphenoxy)-2-methylpropanehydrazide